8-(((1R,3r,5S)-8-oxabicyclo[3.2.1]oct-3-yl)methyl)-1-ethyl-3-((1r,4R)-4-(trifluoromethyl)cyclohexyl)-1,3,8-triazaspiro[4.5]decane-2,4-dione [C@H]12CC(C[C@H](CC1)O2)CN2CCC1(C(N(C(N1CC)=O)C1CCC(CC1)C(F)(F)F)=O)CC2